(R)-N-(7-(4-fluorobenzofuran-7-carbonyl)-8-methyl-3-(3-methyl-1,2,4-thiadiazole-5-yl)-5,6,7,8-tetrahydroimidazo[1,5-a]pyrazin-1-yl)acetamide FC1=CC=C(C2=C1C=CO2)C(=O)N2[C@@H](C=1N(CC2)C(=NC1NC(C)=O)C1=NC(=NS1)C)C